4-(3-fluoro-4-methoxyphenyl)-5-(4-methoxynaphthalene-1-yl)isoxazole Cerium-zirconium [Zr].[Ce].FC=1C=C(C=CC1OC)C=1C=NOC1C1=CC=C(C2=CC=CC=C12)OC